(R)-6-(4-chlorobenzyl)-9-isopropyl-2-(pyridazin-3-yl)-2,6,9-triazaspiro-[4.5]decane-7,10-dione ClC1=CC=C(CN2[C@@]3(CCN(C3)C=3N=NC=CC3)C(N(CC2=O)C(C)C)=O)C=C1